FC=1C=C(NC2C(NC(CC2)=O)=O)C=CC1C1CCNCC1 3-[3-fluoro-4-(4-piperidyl)anilino]piperidine-2,6-dione